1-(4-((3,4-dichlorobenzyl)thio)benzyl)azetidine-3-carboxylic acid ClC=1C=C(CSC2=CC=C(CN3CC(C3)C(=O)O)C=C2)C=CC1Cl